4-(4-(4-Fluorobenzoyl)-1-methyl-1,2,3,4-tetrahydropyrido[3,4-b]pyrazin-8-yl)benzonitrile FC1=CC=C(C(=O)N2C3=C(N(CC2)C)C(=CN=C3)C3=CC=C(C#N)C=C3)C=C1